ClC=1C(=NC=CC1SC=1N=C2C(=NC1)NC(=N2)N2CCC1(CC2)[C@@H](C2=CC(=C(C=C2C1)F)F)N)NC1CC1 (S)-1'-(5-((3-chloro-2-(cyclopropylamino)pyridin-4-yl)thio)-1H-imidazo[4,5-b]pyrazin-2-yl)-5,6-difluoro-1,3-dihydrospiro[indene-2,4'-piperidin]-1-amine